(S)-6-(2-azaspiro[3.3]heptan-2-ylmethyl)-2-(3-(3-(fluoro(4-methyl-4H-1,2,4-triazol-3-yl)methyl)oxetan-3-yl)phenyl)-4-(trifluoromethyl)isoindolin-1-one C1N(CC12CCC2)CC2=CC(=C1CN(C(C1=C2)=O)C2=CC(=CC=C2)C2(COC2)[C@@H](C2=NN=CN2C)F)C(F)(F)F